1-(4-oxepinyl)naphthalene O1C=CC(=CC=C1)C1=CC=CC2=CC=CC=C12